COCC(C)NCC=1C=C2C=C(N(C2=CC1)CC(F)(F)F)C#CCNC=1C=CC(=NC1)C(C#N)(C)C 2-(5-{[3-(5-{[(1-methoxypropan-2-yl)amino]methyl}-1-(2,2,2-trifluoroethyl)-1H-indol-2-yl)prop-2-yn-1-yl]amino}pyridin-2-yl)-2-methylpropanenitrile